Methyl (S)-5-((tert-butoxycarbonyl)amino)-2-(4-(2-(2,4-diaminopteridin-6-yl)ethyl)-2-hydroxybenzamido)pentanoate C(C)(C)(C)OC(=O)NCCC[C@@H](C(=O)OC)NC(C1=C(C=C(C=C1)CCC=1N=C2C(=NC(=NC2=NC1)N)N)O)=O